C(CN(CC(=O)O)CC(=O)O)N(CC(=O)O)CC(=O)O 1,2-ethylenediaminetetraacetic acid